[Ta].[Sb].[Sn] tin-antimony-tantalum